di-(tert-butyl)(4-tert-butylphenyl)phosphine C(C)(C)(C)P(C1=CC=C(C=C1)C(C)(C)C)C(C)(C)C